ClC=1C(=CC2=C(N(C[C@H](N(S2(=O)=O)C)CC(C)C)C2=CC=CC=C2)C1)C=1C=C(SC1CO)C(=O)O (R)-4-(7-chloro-3-isobutyl-2-methyl-1,1-dioxido-5-phenyl-2,3,4,5-tetrahydrobenzo[f][1,2,5]thiadiazepin-8-yl)-5-(hydroxymethyl)thiophene-2-carboxylic acid